1-chloro-7-(3,6-dihydro-2H-pyran-4-yl)-isoquinoline-3-carboxylic acid ClC1=NC(=CC2=CC=C(C=C12)C=1CCOCC1)C(=O)O